IC1=CC=C(C=C1)C 4-iodo-1-methyl-benzene